4-(4-(5-(p-tolyl)-4,5-dihydroisoxazol-3-yl)thiazol-2-yl)aniline C1(=CC=C(C=C1)C1CC(=NO1)C=1N=C(SC1)C1=CC=C(N)C=C1)C